C(CCC)N(N1NN(CC(=C1)S)S)CCCC 1-dibutylamino-3,5-dimercaptotriazine